N-(2-(3,3-dimethyl-2-(4-methoxycarbonylphenyl)cyclobut-1-enyl)phenyl)acetamide CC1(C(=C(C1)C1=C(C=CC=C1)NC(C)=O)C1=CC=C(C=C1)C(=O)OC)C